C(#N)C1=NC(=C2C=C(N=CC2=C1)N[C@@H]1CNCC[C@@H]1F)NC(C)C (3R,4S)-3-((7-Cyano-5-(isopropylamino)-2,6-naphthyridin-3-yl)amino)-4-fluoropiperidine